C1CC12CN[C@H](C2)C#CC=2C=NC=CC2C2=C(C=1C(NCCC1N2)=O)NC2=C(C(=CC=C2)F)OC (R)-2-(3-((5-azaspiro[2.4]heptan-6-yl)ethynyl)pyridin-4-yl)-3-((3-fluoro-2-methoxyphenyl)amino)-1,5,6,7-tetrahydro-4H-pyrrolo[3,2-c]pyridin-4-one